tert-butyl ((1r,3r)-3-(4-(2-(4-((4-(5-methyl-1,3,4-oxadiazol-2-yl)oxazol-2-yl)oxy)phenyl)propan-2-yl)phenoxy)cyclobutyl)carbamate CC1=NN=C(O1)C=1N=C(OC1)OC1=CC=C(C=C1)C(C)(C)C1=CC=C(OC2CC(C2)NC(OC(C)(C)C)=O)C=C1